3-amino-N-methyl-4-[(2-oxo-1,3-dihydrobenzimidazol-5-yl)amino]Benzamide Methyl-(3R)-3-[methyl-(2-nitrophenyl)sulfonyl-amino]butanoate COC(C[C@@H](C)N(S(=O)(=O)C1=C(C=CC=C1)[N+](=O)[O-])C)=O.NC=1C=C(C(=O)NC)C=CC1NC1=CC2=C(NC(N2)=O)C=C1